CC1(C2=CC=CC=C2C=2C=CC(=CC12)N(C=1C=CC=2C3(C4=CC=CC=C4C2C1)C1=CC=CC=C1C=1C=CC=CC13)C1=CC=3C(C2=CC=CC=C2C3C=C1)(C)C)C N,N-bis(9,9-dimethyl-9H-fluoren-2-yl)-9,9'-spirobi[9H-fluorene]-3-amine